O1C(C=CC2=CC=CC=C12)C1=CC=CC=C1 flav-3-ene